[N-](S(=O)(=O)C(F)(F)F)S(=O)(=O)C(F)(F)F.C(CCC)N1CC=CC=C1 N-butyl-pyridine bis(trifluoromethanesulfonyl)imide salt